FC(C1OCC(NC1)=O)(F)F 6-(trifluoromethyl)morpholin-3-one